C(C1=CC=CC=C1)OC(=O)NC=1C(=C(C=CC1)[C@]1(N/C(/N(C(C1)=O)C1C2CCC(C1)O2)=N\C(OC(C)(C)C)=O)C)Cl tert-Butyl (NE)-N-{(4S)-4-[3-(benzyloxycarbonylamino)-2-chlorophenyl]-4-methyl-1-(7-oxabicyclo[2.2.1]heptan-2-yl)-6-oxohexahydropyrimidin-2-ylidene}carbamate